NC1=C2C(=NC=N1)N(N=C2C2=CC=C(C=C2)OC2=CC=CC=C2)C2C(CC(CC2)CN2C(CN(CC2C)C=2C=C1CN(CC1=CC2F)C2C(NC(CC2)=O)=O)C)F 5-(4-((4-(4-amino-3-(4-phenoxyphenyl)-1H-pyrazolo[3,4-d]pyrimidin-1-yl)-3-fluorocyclohexyl)methyl)-3,5-dimethylpiperazin-1-yl)-2-(2,6-dioxopiperidin-3-yl)-6-fluoroisoindoline